tert-butyl 4-(4-((4-([1,2,4]triazolo[1,5-a]pyridin-7-yloxy)-3-methylphenyl)amino)pyrrolo[2,1-f][1,2,4]triazin-5-yl)azepane-1-carboxylate N=1C=NN2C1C=C(C=C2)OC2=C(C=C(C=C2)NC2=NC=NN1C2=C(C=C1)C1CCN(CCC1)C(=O)OC(C)(C)C)C